ClC=1C=CC2=C(N(C3=C(CC2)C=CC=C3)CCCCN(C/C=C/CC)C)C1 (E)-5-[4-(3-Chloro-10,11-dihydro-5H-dibenzo[b,f]azepin-5-yl)butyl-methyl-amino]pent-3-en